C(CCCCCCC)[S+](C1=CC=CC=C1)C1=CC=CC=C1 octyldiphenyl-sulfonium